C(C)[C@@H]1N(C[C@H](N(C1)C(C)C1=CC2=C(N=C(S2)C([2H])([2H])[2H])C=C1)CC)C=1C=2N(N(C(C1)=O)C([2H])([2H])[2H])C=C(N2)CC#N 2-(8-((2S,5R)-2,5-diethyl-4-(1-(2-(methyl-d3)benzo[d]thiazol-6-yl)ethyl)piperazin-1-yl)-5-(methyl-d3)-6-oxo-5,6-dihydroimidazo[1,2-b]pyridazin-2-yl)acetonitrile